C1([C@@H](O)[C@H](O)[C@H](O)[C@@H](O1)C)[C@@]1(C(O)(O[C@@H]([C@H]([C@@H]1O)O[C@H]1[C@H](O)[C@@H](O)[C@@H](O)[C@H](O1)CO)CO)C1[C@@H](O)[C@H](O)[C@H](O)[C@@H](O1)C)O Difucosyl-lactose